ClC(=C1[C@H]2CC[C@@H]1C1=C(C=CC=C21)NC(=O)C=2C(=NN(C2)C)C(F)F)Cl N-[(1S,4R)-9-(Dichloromethylen)-1,2,3,4-tetrahydro-1,4-methanonaphthalen-5-yl]-3-(difluoromethyl)-1-methyl-1H-pyrazol-4-carboxamid